C(C=C)(=O)N1[C@@H](C[C@H](CC1)N1N=NC=2C(=NC=3C(=C(C(=CC3C21)C)C2=C(C=CC=C2)C(F)(F)F)F)N2CC(C2)N(C)C)CC#N ((2S,4S)-1-acryloyl-4-(4-(3-(dimethylamino)azetidin-1-yl)-6-fluoro-8-methyl-7-(2-(trifluoromethyl)phenyl)-1H-[1,2,3]triazolo[4,5-c]quinolin-1-yl)piperidin-2-yl)acetonitrile